1-(2-((2-(1-(cyclopropylsulfonyl)-1H-pyrazol-4-yl)pyrimidin-4-yl)amino)-5-((1-methyl-1H-pyrazol-4-yl)ethynyl)pyridin-4-yl)piperidin-4-one C1(CC1)S(=O)(=O)N1N=CC(=C1)C1=NC=CC(=N1)NC1=NC=C(C(=C1)N1CCC(CC1)=O)C#CC=1C=NN(C1)C